C(C=1C=C2C(OC(C2=CC1)=O)=O)C=1C=C2C(OC(C2=CC1)=O)=O 5,5'-methylenebis(isobenzofuran-1,3-dione)